4'-((R)-3-aminopyrrolidine-1-yl)-N-((R)-(5-fluoro-2-hydroxyphenyl)(1H-indole-2-yl)methyl)-[1,1'-biphenyl]-3-carboxamide N[C@H]1CN(CC1)C1=CC=C(C=C1)C1=CC(=CC=C1)C(=O)N[C@@H](C=1NC2=CC=CC=C2C1)C1=C(C=CC(=C1)F)O